N-((1R,3R,3aS,8bR)-3a-(4-chlorophenyl)-3-(3-fluorophenyl)-8b-hydroxy-6,8-dimethoxy-2,3,3a,8b-tetrahydro-1H-cyclopenta[b]benzofuran-1-yl)pyrrolidine-1-carboxamide ClC1=CC=C(C=C1)[C@]12OC3=C([C@]1([C@@H](C[C@@H]2C2=CC(=CC=C2)F)NC(=O)N2CCCC2)O)C(=CC(=C3)OC)OC